CC(C[Si](OCC)(OCC)OCC)(C(C)(C)C)C 2,2,3,3-tetramethylbutyl-triethoxysilane